OC1C(CCC1)C(=O)N1CC=NC2=CC=CC=C12 4-(2-hydroxycyclopentanecarbonyl)-3,4-dihydroquinoxalin